1-(6-chloro-8-nitrochroman-5-yl)-4-methylpiperazine ClC=1C(=C2CCCOC2=C(C1)[N+](=O)[O-])N1CCN(CC1)C